BrC1=C(OC=2SC=CN2)C=CC(=C1)Cl 2-(2-bromo-4-chlorophenoxy)-1,3-thiazole